N-butyl-pyridine tetrafluoroborate F[B-](F)(F)F.C(CCC)N1CC=CC=C1